5-chloro-7-(((3R,5S)-3,5-dimethylpiperidin-1-yl)methyl)-1H-pyrazolo[4,3-b]pyridine ClC1=CC(=C2C(=N1)C=NN2)CN2C[C@@H](C[C@@H](C2)C)C